ClC1CN(CCN1)C1=CC(=CC=2OCCOC21)O 5-(3-chloropiperazin-1-yl)-7-hydroxy-2,3-dihydro-1,4-benzodioxine